Cl.N1=CC(=CC=C1)/C=C/C(=O)Cl trans-3-(3-pyridyl)acrylic acid chloride hydrochloride